FC1=C(CN2C=NN(C2=O)C2=CC(=C(OC3=CN=C(S3)C(=O)OC)C=C2)F)C(=CC=C1)F methyl 5-(4-(4-(2,6-difluorobenzyl)-5-oxo-4,5-dihydro-1H-1,2,4-triazol-1-yl)-2-fluorophenoxy)thiazole-2-carboxylate